(S)-4-amino-N-((4-ethyl-8-fluoro-4-hydroxy-9-methoxy-3,14-dioxo-3,4,12,14-tetrahydro-1H-pyrano[3',4':6,7]indolizino-[1,2-b]quinolin-11-yl)methyl)-benzenesulfonamide NC1=CC=C(C=C1)S(=O)(=O)NCC1=C2C(=NC=3C=C(C(=CC13)OC)F)C1=CC3=C(C(N1C2)=O)COC([C@]3(O)CC)=O